(2R,4S)-2-(5-((-)-3-cyclopropyl-1-((S)-1,1-dimethylethylsulfinyl)-1-(pyridin-4-yl) propyl)-2-fluorophenylcarbamoyl)-4-methoxy-4-phenylpyrrolidine-1-carboxylate C1(CC1)CCC(C1=CC=NC=C1)([S@@](=O)C(C)(C)C)C=1C=CC(=C(C1)NC(=O)[C@@H]1N(C[C@](C1)(C1=CC=CC=C1)OC)C(=O)[O-])F